NC1=C(C=C(C=C1F)CCF)F 1-(4-amino-3,5-difluorophenyl)-2-fluoroethane